CN(CC(=O)NCC=1C=C(C2=C3N([C@H](CO2)C2=NC=CC=C2)C(NC13)=O)C=1C(=NOC1C)C)C 2-(Dimethylamino)-N-{[(4S)-7-(3,5-dimethylisoxazol-4-yl)-2-oxo-4-pyridin-2-yl-1,2,4,5-tetrahydroimidazo[1,5,4-de][1,4]benzoxazin-9-yl]methyl}acetamide